COC(NC=1C=NC(=CC1)C(CBr)=O)=O (6-(2-bromoacetyl)pyridin-3-yl)carbamic acid methyl ester